bis-(2,4,6-trifluorophenyl)-4,4',5,5'-tetrakis-(3-methoxyphenyl)-biimidazole FC1=C(C(=CC(=C1)F)F)C1(N=C(C(=N1)C1=CC(=CC=C1)OC)C1=CC(=CC=C1)OC)C1(N=C(C(=N1)C1=CC(=CC=C1)OC)C1=CC(=CC=C1)OC)C1=C(C=C(C=C1F)F)F